CS(=O)(=O)N1CC2(CCN(CC2)C(=O)[C@@H](COCC2=CC=CC=C2)NC(C(C)(C)N)=O)C2=CC=CC=C12 N-[1(R)-[(1,2-di-hydro-1-methane-sulfonylspiro[3H-indole-3,4'-piperidin]-1'-yl)carbonyl]-2-(phenyl-methyloxy)ethyl]-2-amino-2-methylpropanamide